tert-butyl (S,E)-2-((3-(2-(((2-hydroxyethoxy)carbonyl)amino)-7-oxo-7-(pyrrolidin-1-yl)hept-5-enamido)-2-oxopyridin-1(2H)-yl)methyl)-7-isobutyl-1H-indole-1-carboxylate OCCOC(=O)N[C@H](C(=O)NC=1C(N(C=CC1)CC=1N(C2=C(C=CC=C2C1)CC(C)C)C(=O)OC(C)(C)C)=O)CC\C=C\C(N1CCCC1)=O